zinc bis(3-acryloyloxy-propionic acid) C(C=C)(=O)OCCC(=O)O.C(C=C)(=O)OCCC(=O)O.[Zn]